(3-(hydroxyimino)-1-phenylpropyl)(nonyl)phosphinic acid ON=CCC(C1=CC=CC=C1)P(O)(=O)CCCCCCCCC